5-(1-(4-Fluorophenyl)-5-(trifluoromethyl)-1H-pyrazol-3-yl)-6-methyl-3,6-dihydro-2H-1,3,4-oxadiazin-2-one FC1=CC=C(C=C1)N1N=C(C=C1C(F)(F)F)C1=NNC(OC1C)=O